2-methyl-N,N-dioctadecylbenzenaminium CC1=C(C=CC=C1)[NH+](CCCCCCCCCCCCCCCCCC)CCCCCCCCCCCCCCCCCC